(Z)-1-(2-((4,4-difluorocyclohexyl)amino)-6-(3-methyl-1H-pyrazol-1-yl)pyridin-4-yl)ethan-1-one oxime FC1(CCC(CC1)NC1=NC(=CC(=C1)\C(\C)=N/O)N1N=C(C=C1)C)F